FC1=CC=C2C=CC(N(C2=C1CCN(C(OC(C)(C)C)=O)CCC1CN(C(O1)=O)C1=NC2=C(OCC(N2)=O)N=C1)C)=O Tert-butyl (2-(7-fluoro-1-methyl-2-oxo-1,2-dihydroquinolin-8-yl)ethyl)(2-(2-oxo-3-(3-oxo-3,4-dihydro-2H-pyrazino[2,3-b][1,4]oxazin-6-yl)oxazolidin-5-yl)ethyl)carbamate